N1=C(C=CC2=CC=CN=C12)C=1O[C@@H]([C@H](N1)C1=CC=CC=C1)C1=CC=CC=C1 (4R,5R)-2-(1,8-naphthyridine-2-yl)-4,5-diphenyl-4,5-dihydrooxazole